C(#C)C1=NN(C2=NC=NC(=C21)N)C(C)C 3-ethynyl-1-isopropyl-1H-pyrazolo[3,4-d]pyrimidin-4-amine